C(C)(C)(C)OC1CCN(CC1)C1C(CCC1)OC=1C=C2CN(C(C2=CC1)=O)C1C(NC(CC1)=O)=O 3-(5-((2-(4-(tert-butoxy)piperidin-1-yl)cyclopentyl)oxy)-1-oxoisoindolin-2-yl)piperidine-2,6-dione